methyl 2-((1R,4r)-4-((R)-3-(methoxymethyl) piperazin-1-yl) cyclohexyl)-5-nitro-2H-indazole-6-carboxylate COC[C@H]1CN(CCN1)C1CCC(CC1)N1N=C2C=C(C(=CC2=C1)[N+](=O)[O-])C(=O)OC